C(C)(C)(C)OC(=O)N1CCC(CC1)(O[Si](C)(C)C)C(C1=C(C=C(C=C1)F)Br)=O 4-(2-Bromo-4-fluorobenzoyl)-4-((trimethylsilyl)oxy)piperidine-1-carboxylic acid tert-butyl ester